1-(3-methyl-3-(cyclohexylmethyl)-5-chloroindolin-1-yl)-1-ethanone CC1(CN(C2=CC=C(C=C12)Cl)C(C)=O)CC1CCCCC1